2-[(Z)-2-[(E)-2-(5,6-dihydro-1,1-dimethyl-4H-pyrrolo[3,2,1-ij]quinoline-2(1H)-yliden)-ethyliden]-2,3-dihydro-3-oxo-1H-inden-1-yliden]propanedinitrile CC1(/C(/N2CCCC3=CC=CC1=C23)=C\C=C/2\C(C3=CC=CC=C3C2=O)=C(C#N)C#N)C